(E)-3-cyclopentyl-propenyl bromide C1(CCCC1)C/C=C/Br